1,1,1,2,2,3,4-heptafluoro-3-hexene FC(C(C(=C(CC)F)F)(F)F)(F)F